FC(C(=O)O)(F)F.COC(=O)C=1C(=NC(=NC1)NC1=CC(=C(C=C1)C)OC)NC=1C=CC2=C(NC(O2)=O)C1 2-(3-Methoxy-4-methyl-phenylamino)-4-(2-oxo-2,3-dihydro-benzooxazol-5-ylamino)-pyrimidine-5-carboxylic acid methyl ester trifluoroacetate salt